2-bromo-5-(trifluoromethyl)pyrimidine BrC1=NC=C(C=N1)C(F)(F)F